FC1=CC=C(CC2CNCCC2)C=C1 3-(4-fluorobenzyl)piperidine